glycidoxypropyltrimethyldiethoxysilane C(C1CO1)OCCC[SiH](OCC(C)(C)C)OCC